O=C1N(CC2=CC(=CC=C12)N(C([2H])([2H])[2H])CC1CCNCC1)C1C(NC(CC1)=O)=O 3-[1-oxo-5-[4-piperidylmethyl(trideuteriomethyl)amino]isoindolin-2-yl]piperidine-2,6-dione